CNC1=NC(=NC=C1C(=O)N)NC1=CC2=C(OC[C@H](CN2)O)C=C1 4-(methylamino)-2-(((S)-2,3,4,5-tetrahydro-3-hydroxybenzo[b][1,4]oxazepin-7-yl)amino)pyrimidine-5-carboxamide